tert-butyl (S)-1-(4-(4-chlorophenyl)-2,3,9-trimethyl-6H-thieno[3,2-f][1,2,4]triazolo[4,3-a][1,4]diazepin-6-yl)-2-oxo-6,9,12,15,18,21-hexaoxa-3-azatetracosan-24-oate ClC1=CC=C(C=C1)C1=N[C@H](C=2N(C3=C1C(=C(S3)C)C)C(=NN2)C)CC(NCCOCCOCCOCCOCCOCCOCCC(=O)OC(C)(C)C)=O